EThAN tert-butyl-3-oxopiperazine-1-carboxylate C(C)(C)(C)OC(=O)N1CC(NCC1)=O.CC